2-((4-methylthiazol-2-yl)thio)-1-(4-(5-(trifluoromethyl)-1,2,4-oxadiazol-3-yl)phenyl)ethan-1-one CC=1N=C(SC1)SCC(=O)C1=CC=C(C=C1)C1=NOC(=N1)C(F)(F)F